C(C)(C)(C)C=1C=C(C=C(C1O)C)CCC(=O)OCCOCCOCCOC(CCC1=CC(=C(C(=C1)C)O)C(C)(C)C)=O triethyleneglycol bis[3-(3-tert-butyl-4-hydroxy-5-methylphenyl)propionate]